O(C1=CC=CC=C1)C1=CC=C(C=C1)N1C(NC2=NC=NC=C12)=O 7-(4-phenoxyphenyl)-7,9-dihydro-8H-purin-8-one